3-{4-[(6-amino-4-pyrimidinyl)oxy]-2-methylphenyl}-1-[4-fluoro-3-(trifluoromethyl)phenyl]-2,4-imidazolidinedione NC1=CC(=NC=N1)OC1=CC(=C(C=C1)N1C(N(CC1=O)C1=CC(=C(C=C1)F)C(F)(F)F)=O)C